methyl (S)-2-benzyl-3-(2-(1,1-dioxidothiomorpholino)ethyl)-7-methyl-3,7,8,9-tetrahydro-6H-imidazo[4,5-f]quinoline-6-carboxylate C(C1=CC=CC=C1)C=1N(C=2C(=C3CC[C@@H](N(C3=CC2)C(=O)OC)C)N1)CCN1CCS(CC1)(=O)=O